3-bromo-4-(p-tolyl)butan-2-one BrC(C(C)=O)CC1=CC=C(C=C1)C